silicon aluminum calcium sodium [Na].[Ca].[Al].[Si]